1-((tetrahydro-2H-pyran-2-yl)oxy)-2,3-dihydro-1H-indene-5-formaldehyde O1C(CCCC1)OC1CCC2=CC(=CC=C12)C=O